C(C)(=O)[O-].[Sr+2].OCC1=CC=C(C=C1)NC(=O)C1NCCC1.C(C)(=O)[O-] N-(4-(hydroxymethyl)phenyl)pyrrolidine-2-carboxamide Strontium acetat